N1=C(C=NC=C1)C1=C(N=C2N1COC1=C2C=NC=C1)C1=CC=C(CN2CCC(CC2)NC2=NC(=NC=C2)C#N)C=C1 4-((1-(4-(3-(Pyrazin-2-yl)-5H-imidazo[1,2-c]pyrido[3,4-e][1,3]oxazin-2-yl)benzyl)piperidin-4-yl)amino)pyrimidine-2-carbonitrile